ClC1=C2C=NN(C2=CC(=C1)[C@@H]1[C@H](C1)C=1C=2N(N=C(C1)C=1C(NC(NC1)=O)=O)C=CN2)CC(F)(F)F 5-(8-((1S,2S)-2-(4-chloro-1-(2,2,2-trifluoroethyl)-1H-indazol-6-yl)cyclopropyl)imidazo[1,2-b]pyridazin-6-yl)pyrimidine-2,4(1H,3H)-dione